C(C)C(C(=O)[O-])CCCCCCCC C10-E-(ethyl decanoate)